1,3,5-tris(m-pyridin-3-ylphenyl)benzene N1=CC(=CC=C1)C=1C=C(C=CC1)C1=CC(=CC(=C1)C1=CC(=CC=C1)C=1C=NC=CC1)C1=CC(=CC=C1)C=1C=NC=CC1